ClC1=NC(=NC=C1)NCCCC1=C2CN(C(C2=CC=C1)=O)C1C(NC(CC1)=O)=O 3-(4-(3-((4-chloropyrimidin-2-yl)amino)propyl)-1-oxoisoindolin-2-yl)piperidine-2,6-dione